acrylamido-2-methyl-1-propanesulfonic acid, sodium salt [Na+].C(C=C)(=O)NC(C(C)C)S(=O)(=O)[O-]